C123C4(NCCCCCC35[Co]1[Co]52)CN(C4)C(=O)[O-] Aza-10',11'-dicobaltaspiro[azetidine-3,2'-tetracyclo[7.2.0.01,10.09,11]undecane]-1-carboxylate